tert-butyl 7-methyl-1,5,6,7-tetrahydro-4H-pyrazolo[4,3-b]pyridine-4-carboxylate CC1C2=C(N(CC1)C(=O)OC(C)(C)C)C=NN2